C(C)(=O)OCCCCCC\C=C/CCC=CCCCC (Z)-7,11-hexadecadien-1-yl acetate